[Cl-].ClC=1C=C(C=CC1F)N[NH3+] 2-(3-chloro-4-fluorophenyl)hydrazinium chloride